(2S,4R)-1-((S)-2-(4-aminobutyrylamino)-3,3-dimethylbutyryl)-4-hydroxy-N-(4-(4-methylthiazol-5-yl)benzyl)pyrrolidine-2-carboxamide NCCCC(=O)N[C@H](C(=O)N1[C@@H](C[C@H](C1)O)C(=O)NCC1=CC=C(C=C1)C1=C(N=CS1)C)C(C)(C)C